6-fluoro-N-(8-fluoro-2-methyl-imidazo[1,2-a]pyridin-6-yl)-2-methyl-4-[(3S)-3-(2-oxabicyclo[2.1.1]hexan-1-ylmethylamino)pyrrolidin-1-yl]indazole-7-carboxamide FC=1C=C(C2=CN(N=C2C1C(=O)NC=1C=C(C=2N(C1)C=C(N2)C)F)C)N2C[C@H](CC2)NCC21OCC(C2)C1